S1CCC(CC1)N(C(=O)C=1OC=CC1)CCO[Si](C)(C)C N-(tetrahydro-2H-thiopyran-4-yl)-N-(2-((trimethylsilyl)oxy)ethyl)furan-2-carboxamide